C(C=C)NC N-allyl-methyl-amine